trans-(3S,4S,5S)-4-amino-5-(5-chlorothiophen-2-yl)-1-(1-(4-fluorophenyl)-1H-indazol-5-yl)-3-methylpyrrolidin-2-one N[C@H]1[C@@H](C(N([C@@H]1C=1SC(=CC1)Cl)C=1C=C2C=NN(C2=CC1)C1=CC=C(C=C1)F)=O)C